C(#N)C1=CC(=C(C=C1)COC1=CC=CC(=N1)C1=C(C=C(C=C1)CC(=O)O)F)F 2-[4-[6-[(4-cyano-2-fluoro-phenyl)methoxy]-2-pyridyl]-3-fluoro-phenyl]Acetic acid